phenyl-acetaldehyde diisobutyl acetal C(C(C)C)OC(CC1=CC=CC=C1)OCC(C)C